FC1=C(C(=C(C(=C1F)F)F)F)[B-](C1=C(C(=C(C(=C1F)F)F)F)F)(C1=C(C(=C(C(=C1F)F)F)F)F)C1=C(C(=C(C(=C1F)F)F)F)F.C[NH+](CCCCCCCCCCCCCCCC)CCCCCCCCCCCCCCCC N-methyl-N,N-dihexadecyl-ammonium [tetra(perfluorophenyl) borate]